6-bromo-N-(2-methoxyethyl)-N-methylpyridin-2-amine BrC1=CC=CC(=N1)N(C)CCOC